C(C)(C)(C)C1=CC(=NN1C)NC(CC1=NC=C(C=C1F)O)=O N-(5-(tert-butyl)-1-methyl-1H-pyrazol-3-yl)-2-(3-fluoro-5-hydroxypyridin-2-yl)acetamide